ClC1=C(C=CC(=C1)N[C@@H]1C(NC(CC1)=O)=O)N1CCC(CC1)(O)CC(=O)O 2-[1-[2-chloro-4-[[(3S)-2,6-dioxo-3-piperidyl]amino]phenyl]-4-hydroxy-4-piperidyl]acetic acid